5-(chloromethyl)pyridine-3-carbonitrile ClCC=1C=C(C=NC1)C#N